C(CCC)N1CCC(CC1)N1CC(C1)(C(=O)N(C1=CC=CC=C1)CC1=NC=C(C=C1)C=1OC(=NN1)C(F)F)F 1-(1-butylpiperidin-4-yl)-N-((5-(5-(difluoromethyl)-1,3,4-oxadiazol-2-yl)pyridin-2-yl)methyl)-3-fluoro-N-phenylazetidine-3-carboxamide